ethyl 7-(2-fluorophenyl)-2-oxo-1,2-dihydroquinoline-3-carboxylate FC1=C(C=CC=C1)C1=CC=C2C=C(C(NC2=C1)=O)C(=O)OCC